tert-butyl 2-chloro-5,6,8,9-tetrahydro-7H-pyrazino[2,3-d]azepine-7-carboxylate ClC=1C=NC2=C(CCN(CC2)C(=O)OC(C)(C)C)N1